9-(9H-carbazol-3-yl)-9H-carbazole C1=CC(=CC=2C3=CC=CC=C3NC12)N1C2=CC=CC=C2C=2C=CC=CC12